(3aR,5s,6aS)-N-(5-(difluoromethyl)-6-(5-fluoro-2-methylphenyl)pyridazin-3-yl)-2-((tetrahydro-2H-pyran-4-yl)methyl-d2)octahydrocyclopenta[c]pyrrol-5-amine FC(C=1C=C(N=NC1C1=C(C=CC(=C1)F)C)NC1C[C@@H]2[C@@H](CN(C2)C([2H])([2H])C2CCOCC2)C1)F